2-methyl-Z,Z-3,13-octadecadienol CC(CO)\C=C/CCCCCCCC\C=C/CCCC